Methyl 2-([5-(3,5-dimethoxyphenyl)-1-(2-phenylethyl)-1H-pyrazol-3-yl]methoxy)-2-methylpropanoate COC=1C=C(C=C(C1)OC)C1=CC(=NN1CCC1=CC=CC=C1)COC(C(=O)OC)(C)C